BrC=1C=C(C(=O)NCCC2=CC=C(C=C2)OC)C=CC1 3-bromo-N-(4-methoxyphenethyl)benzamide